4-bromo-N-(4-phenethoxyphenyl)picolinamide BrC1=CC(=NC=C1)C(=O)NC1=CC=C(C=C1)OCCC1=CC=CC=C1